CC(CC(=O)NC1=C(C=C(C=C1)NCC1=CC=C(C=C1)C(F)(F)F)NC)(C)C 3,3-Dimethyl-N-(2-(methylamino)-4-((4-(trifluoromethyl)benzyl)amino)phenyl)butanamid